Cl.Cl[C@@H]1[C@@H]2[C@H](CC(N[C@H]12)=N)C (1S,5S,6R,7R)-7-chloro-3-imino-5-methyl-2-azabicyclo[4.1.0]heptane hydrochloride